para-tertiary butyl-benzene C(C)(C)(C)C1=CC=CC=C1